C12COCC(CC1)N2C2=C(CN1CCN(CC1)C(=O)OC(C(F)(F)F)C(F)(F)F)C=CC(=C2)Cl 1,1,1,3,3,3-Hexafluoropropan-2-yl 4-(2-(3-oxa-8-azabicyclo[3.2.1]octan-8-yl)-4-chlorobenzyl)piperazine-1-carboxylate